(1R,3S,5R)-2-(2-(4-amino-7H-pyrrolo[2,3-d]pyrimidin-7-yl)acetyl)-N-(6-bromo-3-methylpyridin-2-yl)-5-methyl-2-azabicyclo[3.1.0]hexane-3-carboxamide NC=1C2=C(N=CN1)N(C=C2)CC(=O)N2[C@@H]1C[C@@]1(C[C@H]2C(=O)NC2=NC(=CC=C2C)Br)C